ClC=1C=CC2=C(N(CN(S2(=O)=O)[C@@H](C(C)C2=C(C(=CC=C2F)C)C)C2=NNC(O2)=O)C([2H])([2H])[2H])C1 5-((1S)-1-(6-chloro-4-(methyl-d3)-1,1-dioxido-3,4-dihydro-2H-benzo[e][1,2,4]thiadiazin-2-yl)-2-(6-fluoro-2,3-dimethylphenyl)propyl)-1,3,4-oxadiazol-2(3H)-one